C(C)N1C=NC=2C1=NC(=CN2)N2CC(CCC2)C=2SC(=NN2)C2=CC=CC=C2 2-(1-(1-ethyl-1H-imidazo[4,5-b]pyrazin-6-yl)piperidin-3-yl)-5-phenyl-1,3,4-thiadiazole